1-ethyl-4-oxo-6,7,8-trifluoro-1,4-dihydroquinoline-3-carboxylic acid ethyl ester C(C)OC(=O)C1=CN(C2=C(C(=C(C=C2C1=O)F)F)F)CC